N1C(=CC=2C=NC=CC21)CNC(=O)[C@H]2N(C[C@@H](C2)OC(F)F)C(CNC(=O)C2=CC1=C(OC3=C1C=C(C=C3)C)C=C2)=O (2S,4R)-N-((1H-pyrrolo[3,2-c]pyridin-2-yl)methyl)-4-(difluoromethoxy)-1-((8-methyldibenzo[b,d]furan-2-carbonyl)glycyl)pyrrolidine-2-carboxamide